2-chloro-4-((6,7-dimethoxyquinoline-4-yl)oxy)-nitrobenzene ClC1=C(C=CC(=C1)OC1=CC=NC2=CC(=C(C=C12)OC)OC)[N+](=O)[O-]